NC[C@H]1CN(CC1)C=1N=CC(=NC1)C(=O)NC=1C=C(C=2N(C1)C=C(N2)C)F (S)-5-(3-(Aminomethyl)pyrrolidin-1-yl)-N-(8-fluoro-2-methylimidazo[1,2-a]pyridin-6-yl)pyrazine-2-carboxamide